C1CC12CCN(CC2)C=2C=C(C=CC2N2N=NC(=C2)C2=NC(=NC(=C2)C)N2C1COCC2C1)C(CO)S(=O)(=O)N (3-{6-azaspiro[2.5]oct-6-yl}-4-[4-(6-methyl-2-{3-oxa-6-azabicyclo[3.1.1]heptan-6-yl}pyrimidin-4-yl)-1H-1,2,3-triazol-1-yl]phenyl)-2-hydroxyethane-1-sulfonamide